COCCOC=1C=C(CN(C=2OC=C(N2)COCCN2CCOCC2)CC2=CC(=CC=C2)OCCOC)C=CC1 N,N-bis(3-(2-methoxyethoxy)benzyl)-4-((2-morpholinoethoxy)methyl)oxazol-2-amine